5-chloro-7-({2,4-difluoro-3-[2-(piperidin-4-ylamino)quinazolin-6-yl]phenyl}sulfamoyl)-2,3-dihydro-1-benzofuran-3-yl acetate C(C)(=O)OC1COC2=C1C=C(C=C2S(NC2=C(C(=C(C=C2)F)C=2C=C1C=NC(=NC1=CC2)NC2CCNCC2)F)(=O)=O)Cl